C(CCCCCC)C(CCCCCCCCC(CCCCCCCCCCCCCCC(C)C)=O)CCCCCCC 1-(2-heptyl-nonyl)15-(8-methylnonyl)8-oxopentadecane